OC1=C(C(C(=O)O)O)C=CC=C1 o-hydroxymandelic acid